Cl.NC1(CC1)CCO 2-(1-aminocyclopropyl)1-ethanol hydrochloride